4,5-dimethyl-1,3-dioxolan CC1OCOC1C